tertbutyl (1-((S)-1-((1R,2S)-2-(((S)-2,2-dimethylchroman-4-yl)carbamoyl)cyclopropyl)-3-methoxypropyl)-4,4-diethyl-6-oxotetrahydropyrimidin-2(1H)-ylidene)carbamate CC1(OC2=CC=CC=C2[C@H](C1)NC(=O)[C@@H]1[C@@H](C1)[C@H](CCOC)N1C(NC(CC1=O)(CC)CC)=NC(OC(C)(C)C)=O)C